(R)-N-(2-benzyloctahydrocyclopenta[c]pyrrol-4-yl)-4-(trifluoromethoxy)benzenesulfonamide C(C1=CC=CC=C1)N1CC2[C@H](C1)C(CC2)NS(=O)(=O)C2=CC=C(C=C2)OC(F)(F)F